C(C)(C)(C)OC(=O)N1C2CN(CC1CC2)C2=NC=NN1C2=CC(=C1)C=1C=NN(C1)C(F)F 3-(6-(1-(difluoromethyl)-1H-pyrazol-4-yl)pyrrolo[2,1-f][1,2,4]triazin-4-yl)-3,8-diazabicyclo[3.2.1]octane-8-carboxylic acid tert-butyl ester